FC(C=1C=C(C=CC1)CN)F (3-(difluoromethyl)phenyl)methanamine